(((((Z)-1-cyano-2-phenylpropylidene) amino) oxy) methyl) benzoate C(C1=CC=CC=C1)(=O)OCO\N=C(\C(C)C1=CC=CC=C1)/C#N